ClC=1C(=C(C=C(C1)Cl)C(C)(C)NS(=O)C(C)(C)C)F N-(2-(3,5-dichloro-2-fluorophenyl)propan-2-yl)-2-methylpropane-2-sulfinamide